1-[(2R,4S)-4-[4-amino-5-[2-(6-chloro-1-ethyl-1,3-benzodiazol-5-yl)ethynyl]pyrrolo[2,3-d]pyrimidin-7-yl]-2-(methoxymethyl)pyrrolidin-1-yl]prop-2-en-1-one NC=1C2=C(N=CN1)N(C=C2C#CC2=CC1=C(N(C=N1)CC)C=C2Cl)[C@H]2C[C@@H](N(C2)C(C=C)=O)COC